F[P-](F)(F)(F)(F)F.CN(C)C(=[N+]1N=NC2=NC=CC=C21)N(C)C 1-[bis(dimethylamino)methylene]-1H-1,2,3-triazolo-[4,5-b]pyridinium hexafluorophosphate